FC(C=1C=C(C=C(C1)OCC1=CC=C(C=C1)OC)B1OC(C(O1)(C)C)(C)C)(C1=CC=CC=C1)F 2-(3-(difluoro(phenyl)methyl)-5-((4-methoxybenzyl)oxy)phenyl)-4,4,5,5-tetramethyl-1,3,2-dioxaborolane